The molecule is an aminopentasaccharide that is 2-acetamido-D-alactitol which has been glycosylated at positions 3 and 6 by 2-acetamido-beta-D-glucopyranosyl and alpha-L-fucosyl-(1->3)-[beta-D-galactopyranosyl-(1->4)]-2-acetamido-beta-D-glucopyranosyl groups, respectively. It is an amino pentasaccharide and a member of acetamides. It derives from an alpha-L-Fucp-(1->3)-[beta-D-Galp-(1->4)]-beta-D-GlcpNAc. C[C@H]1[C@H]([C@H]([C@@H]([C@@H](O1)O[C@@H]2[C@H]([C@@H](O[C@@H]([C@H]2O[C@H]3[C@@H]([C@H]([C@H]([C@H](O3)CO)O)O)O)CO)OC[C@H]([C@@H]([C@@H]([C@H](CO)NC(=O)C)O[C@H]4[C@@H]([C@H]([C@@H]([C@H](O4)CO)O)O)NC(=O)C)O)O)NC(=O)C)O)O)O